(2S,3R,4S,5R)-4-fluoro-5-(5-fluoro-2,4-dioxo-3,4-dihydropyrimidin-1(2H)-yl)-3-((4-methoxyphenyl)diphenylmethoxy)tetrahydrofuran-2-carbaldehyde F[C@H]1[C@@H]([C@H](O[C@H]1N1C(NC(C(=C1)F)=O)=O)C=O)OC(C1=CC=CC=C1)(C1=CC=CC=C1)C1=CC=C(C=C1)OC